N-(2,6-difluorophenyl)-5-fluoro-4-(8-imino-3,8-dioxo-5,6,7,8-tetrahydro-8λ6-[1,2,4]triazolo-[3,4-b][1,3]thiazin-2(3H)-yl)-2-{[(2S)-1,1,1-trifluoropropan-2-yl]oxy}benzamide FC1=C(C(=CC=C1)F)NC(C1=C(C=C(C(=C1)F)N1N=C2S(CCCN2C1=O)(=O)=N)O[C@H](C(F)(F)F)C)=O